NC1=NN2C(N=CC=C2)=C1C(=O)N[C@@H](C)C=1N(C(C2=C(C(=CC=C2C1)F)C#CC=1C=NN(C1)C)=O)C1=C(C(=C(C(=C1[2H])[2H])[2H])[2H])[2H] (S)-2-amino-N-(1-(7-fluoro-8-((1-methyl-1H-pyrazol-4-yl)ethynyl)-1-oxo-2-(Phenyl-d5)-1,2-dihydroisoquinolin-3-yl)ethyl)pyrazolo[1,5-a]pyrimidine-3-carboxamide